C1(=CC=CC=C1)C1=NC(=NC(=N1)C1=CC=CC=C1)C=1C=C(C=C(C1)N1C2=CC=CC=C2C=2C=C(C=CC12)C1=CC=CC2=C1OC1=C2C=CC=C1)N1C2=CC=CC=C2C=2C=C(C=CC12)C1=CC=CC2=C1OC1=C2C=CC=C1 9,9'-(5-(4,6-diphenyl-1,3,5-triazin-2-yl)-1,3-phenylene)bis(3-(dibenzo[b,d]furan-4-yl)-9H-carbazole)